NCC[C@@H](C(=O)O)NC(=O)OCC1=CC=CC=C1 (2S)-4-amino-2-{[(benzyloxy)carbonyl]Amino}butyric acid